NCC1=NNC(C2=C(C=C(C=C12)C=1C=NN(C1C1=C(C(=CC(=C1F)Cl)OC1CC1)C#N)C)N1CC(C1)=C(F)F)=O 2-(4-(4-Aminomethyl-8-(3-(difluoromethylene)azetidin-1-yl)-1-oxo-1,2-dihydro-phthalazin-6-yl)-1-methyl-1H-pyrazol-5-yl)-4-chloro-6-cyclopropyloxy-3-fluoro-cyanobenzene